hydroxy-3-(trimethylammonio)propyl ether OC(CCOCCC(O)[N+](C)(C)C)[N+](C)(C)C